(1S,2R,5R)-5-(2-Amino-4-methyl-7H-pyrrolo[2,3-d]pyrimidin-7-yl)-3-(2-(6-(difluoromethyl)-5-fluoro-1,2,3,4-tetrahydroisoquinolin-8-yl)ethyl)cyclopent-3-ene-1,2-diol NC=1N=C(C2=C(N1)N(C=C2)[C@@H]2C=C([C@H]([C@H]2O)O)CCC=2C=C(C(=C1CCNCC21)F)C(F)F)C